Tert-butyl 4-(6-((2-fluoro-4-(methylcarbamoyl)benzyl)oxy)pyridin-2-yl)piperidine-1-carboxylate FC1=C(COC2=CC=CC(=N2)C2CCN(CC2)C(=O)OC(C)(C)C)C=CC(=C1)C(NC)=O